2-FLUORO-6-(2-OXOETHOXY)BENZAMIDE FC1=C(C(=O)N)C(=CC=C1)OCC=O